BrC=1C=C(C=C(C1)Cl)C1=C(C=CC=C1)C 3'-bromo-5'-chloro-2-methyl-1,1'-biphenyl